NN1CCCC1 Aminotetrahydropyrrol